ClC1=C(C(=O)NC2=CC(=NN2C2=CC=CC=C2)C(=O)NCC(C)(C)O)C=C(C(=C1)Cl)C1=NC=CC=C1 5-(2,4-dichloro-5-(pyridin-2-yl)benzamido)-N-(2-hydroxy-2-methylpropyl)-1-phenyl-1H-pyrazole-3-carboxamide